CC(CCCCCCCCC(=O)OCCCCCCCN(CCO)CCCCCCCOC(=O)C(CCCCCCCCF)CCCCCCCC)C 7-{[7-(9-fluoro-1-octylnonylcarbonyloxy)heptyl](2-hydroxyethyl)amino}heptyl 10-methylundecanoate